FC=1C=CC2=C(C=C(O2)CN2C=CC=3C=NC=C(C32)C(=O)NC3(CC3)C32CC(C3)(C2)C(=O)O)C1 3-(1-(1-((5-Fluorobenzofuran-2-yl)methyl)-1H-pyrrolo[3,2-c]pyridine-7-carboxamido)cyclopropyl)bicyclo[1.1.1]pentane-1-carboxylic acid